1-(2,6-diisopropylphenyl)-1H-benzo[d]imidazol-3-ium chloride [Cl-].C(C)(C)C1=C(C(=CC=C1)C(C)C)N1C=[NH+]C2=C1C=CC=C2